2-[4-[3-(2,4-dioxohexahydropyrimidin-1-yl)-1-methyl-3a,7a-dihydroindazol-6-yl]-1-piperidyl]acetic acid, trifluoroacetic acid salt FC(C(=O)O)(F)F.O=C1N(CCC(N1)=O)C1=NN(C2C=C(C=CC12)C1CCN(CC1)CC(=O)O)C